[Pt].[Li] Lithium-Platinum